(S)-2-(3-(2-((R)-3-fluoropyrrolidin-1-yl)ethyl)-5-methyl-6-oxopyridazin-1(6H)-yl)-4-methylpentanoic acid F[C@H]1CN(CC1)CCC1=NN(C(C(=C1)C)=O)[C@H](C(=O)O)CC(C)C